FC(CC1=C(C)C=CC(=C1)S(=O)(=O)[O-])(F)F 2-trifluoroethyl-p-toluenesulfonate